FC1=CC=C(OCC2=NC=C(C=C2)C2=NN=NN2)C=C1 ((4-fluorophenoxy)methyl)-5-(1H-tetrazol-5-yl)pyridine